tris(tolyl)borane C1(=C(C=CC=C1)B(C1=C(C=CC=C1)C)C1=C(C=CC=C1)C)C